C(C)(C)N1CC2=CC=CC=C2C=N1 2-isopropyl-2,3-naphthyridine